C(C)(C)C(=C(C(=O)O)C(C)C)C1=CC=CC=C1 diisopropylcinnamic acid